9-(4-hydroxyphenyl)-anthracene OC1=CC=C(C=C1)C=1C2=CC=CC=C2C=C2C=CC=CC12